BrC1=CC=CC(=N1)OCC1=C(N=C(S1)OCC)Cl 5-[(6-bromo-2-pyridyl)oxymethyl]-4-chloro-2-ethoxy-thiazole